ethyl 4-methyl-1-oxido-pyridin-1-ium-3-carboxylate CC1=C(C=[N+](C=C1)[O-])C(=O)OCC